P(O)(O)O.C(C)(C)(C)C1=C(C=CC(=C1)C(C)(C)C)O.C(C)(C)(C)C1=C(C=CC(=C1)C(C)(C)C)O.C(C)(C)(C)C1=C(C=CC(=C1)C(C)(C)C)O tris(2,4-di(t-butyl)phenol) phosphite